(R)-N-(6-((5-bromo-2-((2-methoxy-5-(1-methyl-1H-pyrazol-4-yl)-4-(4-(2-methylmorpholino)piperidin-1-yl)phenyl)amino)pyrimidin-4-yl)amino)quinoxalin-5-yl)methanesulfonamide BrC=1C(=NC(=NC1)NC1=C(C=C(C(=C1)C=1C=NN(C1)C)N1CCC(CC1)N1C[C@H](OCC1)C)OC)NC=1C(=C2N=CC=NC2=CC1)NS(=O)(=O)C